OCCN1C=C(C(=C1C1=C(C=CC=C1)C(F)(F)F)C)C(=O)OC (S)-methyl 1-(2-hydroxyethyl)-4-methyl-5-(2-(trifluoromethyl) phenyl)-1H-pyrrole-3-carboxylate